methyl 1-(2-bromoethyl)-4-[(tert-butoxycarbonyl) amino]-1H-pyrazole-5-carboxylate BrCCN1N=CC(=C1C(=O)OC)NC(=O)OC(C)(C)C